2-((S)-1-propenoyl-4-(6-(5-methyl-1H-indazol-4-yl)-2-(((S)-1-methylpyrrolidin-2-yl)methoxy)-6,7-dihydro-5H-pyrrolo[3,4-d]pyrimidin-4-yl)piperazin-2-yl)acetonitrile C(C=C)(=O)N1[C@H](CN(CC1)C=1C2=C(N=C(N1)OC[C@H]1N(CCC1)C)CN(C2)C2=C1C=NNC1=CC=C2C)CC#N